C1C(N=C2C(=O)NC(=O)N=C2N1C[C@@H]([C@@H]([C@@H](CO)O)O)O)CO The molecule is the pteridine that is lumazine reduced across the C-6,C-7-double bond and substituted with a hydroxymethyl group at C-6 and a 1-D-ribityl group at N-8. It derives from a ribitol and a lumazine.